N-(4-(N-(4-aminophenyl)sulfamoyl)phenyl)acetamide NC1=CC=C(C=C1)NS(=O)(=O)C1=CC=C(C=C1)NC(C)=O